O(C1=CC=C(C(=O)O)C=C1)C1=CC=C(C(=O)O)C=C1 4,4'-oxo-dibenzoic acid